The molecule is a carbohydrazide obtained by formal condensation of one of the carboxy groups from butylmalonic acid with the hydrazino group of 1,2-diphenylhydrazine. Used (as its calcium semihydrate) for treatment of rheumatoid arthritis. It has a role as a non-steroidal anti-inflammatory drug and an antipyretic. It is a monocarboxylic acid and a carbohydrazide. It derives from a malonic acid. It is a conjugate acid of a bumadizone(1-). CCCCC(C(=O)N(C1=CC=CC=C1)NC2=CC=CC=C2)C(=O)O